propylidene phosphite P1(OC(CC)O1)[O-]